methyl 2-(1-(1-(2-(5-cyclopropyl-4,7-difluoro-3,3-dimethyl-2-oxoindolin-1-yl)acetamido)ethyl)cyclopropyl)acetate C1(CC1)C=1C(=C2C(C(N(C2=C(C1)F)CC(=O)NC(C)C1(CC1)CC(=O)OC)=O)(C)C)F